ClC=1C=C2C(C(=CN(C2=CC1N1[C@H](CCC1)COC1=NC=CC=C1Cl)C=1C=NN(C1)C1CN(C1)CC(F)F)C(=O)O)=O 6-Chloro-7-[(2R)-2-[[(3-chloropyridin-2-yl)oxy]methyl]pyrrolidin-1-yl]-1-[1-[1-(2,2-difluoroethyl)azetidin-3-yl]pyrazol-4-yl]-4-oxoquinoline-3-carboxylic acid